CC12[C@@H](CCC2CCC1=O)C (6R)-6a-methyl-6-methyl-hexahydropentalen-1(2H)-one